4-(3-hydroxy-4-(5-(methyl(2,2,6,6-tetramethylpiperidin-4-yl)amino)pyrazin-2-yl)phenyl)-1H-pyrazole-5-carbonitril OC=1C=C(C=CC1C1=NC=C(N=C1)N(C1CC(NC(C1)(C)C)(C)C)C)C=1C=NNC1C#N